Tetramethyl-cyclobutane tert-butyl-N-[1-[[4-[5-(3-acetamidophenyl)-2-(2-amino-3-pyridyl)imidazo[4,5-b]pyridin-3-yl]phenyl]methyl]-4-piperidyl]carbamate C(C)(C)(C)OC(NC1CCN(CC1)CC1=CC=C(C=C1)N1C(=NC=2C1=NC(=CC2)C2=CC(=CC=C2)NC(C)=O)C=2C(=NC=CC2)N)=O.CC2C(C(C2C)C)C